methyl 5-benzyl-3-((2-chlorobenzamido)methyl)-4,5-dihydroisoxazole-5-carboxylate C(C1=CC=CC=C1)C1(CC(=NO1)CNC(C1=C(C=CC=C1)Cl)=O)C(=O)OC